C1CCC2=CC(=CC=C12)[C@H]1CC2(CN(C2)C(=O)C2CC(C2)(C)O)CC1 |r| (rac)-(6-(2,3-Dihydro-1H-inden-5-yl)-2-azaspiro[3.4]octan-2-yl)((1s,3s)-3-hydroxy-3-methylcyclobutyl)methanone